ClC=1C(=C(C2=C(CN3[C@@H](CO2)CN(CC3)C(C=C)=O)C1O)Cl)C1=C(C=CC=C1O)F 1-[(12aR)-8,10-dichloro-9-(2-fluoro-6-hydroxyphenyl)-7-hydroxy-3,4,12,12a-tetrahydro-6H-pyrazino[2,1-c][1,4]benzoxazepin-2(1H)-yl]prop-2-en-1-one